1,1,4,7,10,10-Hexamethyltriethylenetetramine CN(CCN(CCN(CCN(C)C)C)C)C